C(CC)(=O)OCC(OC1=C(C=C(C=C1)CN1N=CN(C1=O)C1=CC=C(C=C1)C(F)(F)F)C)C 2-Methyl-2-(2-methyl-4-((5-oxo-4-(4-(trifluoromethyl)phenyl)-4,5-dihydro-1H-1,2,4-triazol-1-yl)methyl)phenoxy)ethyl propionate